6-ethoxy-cyclotriphosphazene C(C)OP1=NP=NP=N1